3-(3-chloro-2-methoxy-anilino)-2-[3-(1,4-dioxan-2-ylmethoxy)-4-pyridyl]spiro[5,7-dihydro-1H-pyrrolo[3,2-c]pyridine-6,1'-cyclobutane]-4-one ClC=1C(=C(NC2=C(NC3=C2C(NC2(CCC2)C3)=O)C3=C(C=NC=C3)OCC3OCCOC3)C=CC1)OC